The molecule is an organophosphonate oxoanion obtained by deprotonation of the carboxy and phosphonate groups as well as protonation of the amino group of (1R,2S)-1-(S-L-cysteinyl)-2-hydroxypropylphosphonate; major species at pH 7.3. It is an organophosphonate oxoanion and an alpha-amino-acid anion. It is a conjugate base of a (1R,2S)-1-(S-L-cysteinyl)-2-hydroxypropylphosphonate. C[C@@H]([C@H](P(=O)([O-])[O-])SC[C@@H](C(=O)[O-])[NH3+])O